C(C=C)OC(CC=C)C1=CC=CC=C1 (1-(allyloxy)but-3-en-1-yl)benzene